2,6-dichlorobenzenesulfonamide ClC1=C(C(=CC=C1)Cl)S(=O)(=O)N